ClC1=C(C=CC(=C1)F)C1=CCOC2=CC(=CC=C12)N(C)C 4-(2-chloro-4-fluorophenyl)-7-(dimethylamino)-2H-chromen